1'-(methylsulfonyl)spiro[cyclopropane-1,3'-indoline] CS(=O)(=O)N1CC2(C3=CC=CC=C13)CC2